FC(C=1C=C(C(=C(C#N)C1)C)OC1=C(N=CN(C1=O)CC1=C(N=C(NC1=O)COC)C)C(C(F)F)(F)F)F 5-(difluoromethyl)-3-((1-((2-(methoxymethyl)-4-methyl-6-oxo-1,6-dihydropyrimidin-5-yl)methyl)-6-oxo-4-(1,1,2,2-tetrafluoroethyl)-1,6-dihydropyrimidin-5-yl)oxy)-2-methylbenzonitrile